FC(C(=O)N[C@@H](C(C)C)C(=O)O)(F)F (2,2,2-trifluoroacetyl)-L-valine